ClC=1C2=C(N=C(N1)N1CCC(CC1)N1C3=C(N(C(C1=O)=O)C)C=C(C=N3)F)C(OC2)(C)C 4-(1-(4-chloro-7,7-dimethyl-5,7-dihydrofuro[3,4-d]pyrimidin-2-yl)piperidin-4-yl)-7-fluoro-1-methyl-1,4-dihydropyrido[2,3-b]pyrazine-2,3-dione